[4-[3-[(1E)-buta-1,3-dienyl]-4-[4-(2-methylprop-2-enoyloxy)phenyl]phenyl]phenyl] 2-methylprop-2-enoate CC(C(=O)OC1=CC=C(C=C1)C1=CC(=C(C=C1)C1=CC=C(C=C1)OC(C(=C)C)=O)\C=C\C=C)=C